N1=CC=C(C=C1)CC[C@@H](C)N (R)-4-(pyridin-4-yl)butan-2-amine